propyl-(E)-3-(3,4-dihydroxyphenyl)acrylamide C(CC)/C(/C(=O)N)=C\C1=CC(=C(C=C1)O)O